BrC1=C(C=C(OCCN2C[C@@H]3[C@H](C2)COC3)C=C1)C (3aR,6aS)-5-(2-(4-bromo-3-methylphenoxy)ethyl)hexahydro-1H-furano[3,4-c]pyrrole